2-(4-((1R,3r,5S)-3-((5-cyclopropyl-3-(2-(trifluoromethoxy)phenyl)isoxazol-4-yl)methoxy)-8-azabicyclo[3.2.1]octan-8-yl)phenyl)-3,5-dioxo-2,3,4,5-tetrahydro-1,2,4-triazine-6-carbonitrile C1(CC1)C1=C(C(=NO1)C1=C(C=CC=C1)OC(F)(F)F)COC1C[C@H]2CC[C@@H](C1)N2C2=CC=C(C=C2)N2N=C(C(NC2=O)=O)C#N